1-(4-(trifluoromethyl)phenyl)cyclopentan-1-ol FC(C1=CC=C(C=C1)C1(CCCC1)O)(F)F